C(C)(C)(C)OC([C@H](COC1=CC2=CN(N=C2C=C1)[C@H]1CN(CC1)C(=O)OC(C)(C)C)ON1C(C2=CC=CC=C2C1=O)=O)=O tert-Butyl (R)-3-(5-((S)-3-(tert-butoxy)-2-((1,3-dioxoisoindolin-2-yl)oxy)-3-oxo-propoxy)-2H-indazol-2-yl)pyrrolidine-1-carboxylate